2-(5-(4-morpholino-1-(1-(pyridin-3-ylmethyl)piperidin-4-yl)-1H-pyrazolo[3,4-d]pyrimidin-6-yl)-1H-indol-3-yl)ethan-1-amine O1CCN(CC1)C1=C2C(=NC(=N1)C=1C=C3C(=CNC3=CC1)CCN)N(N=C2)C2CCN(CC2)CC=2C=NC=CC2